FC=1C=C(C=CC1C1=NOC(=N1)C(F)(F)F)COC1=NC=2C(=NC=CC2)N1CC(F)(F)F 2-({3-fluoro-4-[5-(trifluoromethyl)-1,2,4-oxadiazol-3-yl]phenyl}methoxy)-3-(2,2,2-trifluoroethyl)-3H-imidazo[4,5-b]pyridine